FC1=CC=C(C=C1)NC(=O)C1(COC1)C=1C=NC(=CC1)C1=C(C=C(C=C1)C(F)(F)F)CO N-(4-fluorophenyl)-3-(6-(2-(hydroxymethyl)-4-(trifluoromethyl)phenyl)pyridin-3-yl)oxetane-3-carboxamide